C[C@H]1N(CCC1)C(CCC=1N=C(N(C1)C1=CC=CC=C1)NC(C1=CC(=CC=C1)C=1C=NNC1)=O)=O (R)-N-(4-(3-(2-methylpyrrolidin-1-yl)-3-oxopropyl)-1-phenyl-1H-imidazol-2-yl)-3-(1H-pyrazol-4-yl)benzamide